C(C)OC(=O)C1=CC2=C(N=C(O2)C2=CC(=CC(=C2)Cl)Cl)C=C1 2-(3,5-dichlorophenyl)-1,3-benzoxazole-6-carboxylic acid ethyl ester